3,4-methylenedioxyamphetamine (R)-5-guanidinopentane-1,2-diyldioleate hydrochloride Cl.N(C(=N)N)CCC[C@H](CCCCCCCCC\C=C/CCCCCCCC(=O)O)CCCCCCCC\C=C/CCCCCCCC(=O)O.C1OC=2C=C(CC(N)C)C=CC2O1